C(C=C)(=O)N1C[C@@H](N(CC1)C1=NC=NC2=CC=C(C=C12)C=1C=C(C(=NC1)OC)NS(=O)(=O)C1=C(C=C(C=C1)F)F)C (S)-N-(5-(4-(4-propenoyl-2-methylpiperazin-1-yl)quinazolin-6-yl)-2-methoxypyridin-3-yl)-2,4-difluorobenzenesulfonamide